ClC=1C=CC(=CC1)OCC 5-chloro-2-ethoxybenzene